ClC=1C(=NC(=NC1)NC1=C(C=C(C(=C1)C)C1CCNCC1)OC(C([2H])([2H])[2H])(C([2H])([2H])[2H])[2H])NC1=C(C=CC=C1)S(=O)(=O)C(C([2H])([2H])[2H])(C([2H])([2H])[2H])[2H] 5-chloro-N2-(5-methyl-4-(piperidin-4-yl)-2-((propan-2-yl-d7)oxy)phenyl)-N4-(2-((propan-2-yl-d7)sulfonyl)phenyl)pyrimidine-2,4-diamine